C(C)(C)(C)OC(=O)N1[C@@H](CCC1OC)C(=O)OC(C)(C)C (2S)-5-methoxypyrrolidine-1,2-dicarboxylic acid di-tert-butyl ester